1-(3-(1,1-Difluoroethyl)bicyclo[1.1.1]pentan-1-yl)-3,3-dimethylhex-5-en-1-one FC(C)(F)C12CC(C1)(C2)C(CC(CC=C)(C)C)=O